C(COCCCO)O 3-oxahexane-1,6-diol